BrC1=NC(=CC2=CC=CC=C12)N(C(=O)OC(C)(C)C)C(=O)OC(C)(C)C bis(2-methyl-2-propanyl) (1-bromo-3-isoquinolinyl)-2-imidodicarbonate